N(=C=O)C1C(CC1)N=C=O 1,2-diisocyanatocyclobutane